COC(C1=CC=C(C=C1)C1CC2(CC(C2)F)CCN1)=O 4-(2-fluoro-7-azaspiro[3.5]non-6-yl)benzoic acid methyl ester